C1(=CC=CC2=CC=CC=C12)C1=CC=C(C=C1)OC(OC1=CC=C(C=C1)C1=CC=CC2=CC=CC=C12)=O Di-[4-(1-naphthyl)-phenyl]-carbonate